N[C@H](C)CO D-Alaninol